Tert-butyl N-[2-[2-[2-[2-[[3-[4-[[3-(difluoromethyl)-1-methyl-pyrazol-4-yl]carbamoyl]oxazol-2-yl]-2-pyridyl]amino]ethoxy]ethoxy]ethoxy]ethyl]carbamate FC(C1=NN(C=C1NC(=O)C=1N=C(OC1)C=1C(=NC=CC1)NCCOCCOCCOCCNC(OC(C)(C)C)=O)C)F